1-N-(2,6-dimethoxyphenyl)-6-ethoxypyridine-2-carbothioamide COC1=C(C(=CC=C1)OC)N1C(C=CC=C1OCC)C(N)=S